OCCC1CNC(O1)=O 5-(2-hydroxyethyl)-2-oxo-1,3-oxazolidin